C(C)(C)(C)OC(NC1CCNCC1)=O piperidin-4-ylcarbamic acid tert-butyl ester